CN(CCCC(=O)OC(CCCCCCCCC(=O)OCC1C(C1)CCCCCC)CCCCCCCCC)C (2-hexylcyclopropyl)methyl 10-{[4-(dimethylamino)butanoyl] oxy}nonadecanoate